FC(CN1N=NC2=C1C=C(C=C2)C2=CNC=1N=C(N=C(C12)OC)NC1CCC(CC1)OC)F 5-(1-(2,2-difluoroethyl)-1H-benzo[d][1,2,3]triazol-6-yl)-4-methoxy-N-((1s,4s)-4-methoxycyclohexyl)-7H-pyrrolo[2,3-d]pyrimidin-2-amine